methyl-(1,1'-biphenyl)-4-propanal CC1=C(C=CC(=C1)CCC=O)C1=CC=CC=C1